C(C)(C)(C)OC(NC1CC2CCC(C1)N2C2=NC(=C1C(=N2)NN=C1C1=C(C(=CC=C1)Cl)Cl)C#N)=O (Endo-8-(3-(2,3-dichlorophenyl)-4-cyano-1H-pyrazolo[3,4-d]pyrimidin-6-yl)-8-azabicyclo[3.2.1]oct-3-yl)carbamic acid tert-butyl ester